P(=O)(OCCOC(C(=C)C)=O)(OCCOC(C(=C)C)=O)O bis(2-(methacryloyloxy)ethyl) hydrogen phosphate